3-bromo-4-(dimethoxymethyl)pyridine BrC=1C=NC=CC1C(OC)OC